FC(C1=CC=C(C=C1)N1CC(CC2=CC=CC=C12)NCC#N)(F)F 2-((1-(4-(trifluoromethyl)-phenyl)-1,2,3,4-tetrahydro-quinolin-3-yl)amino)-acetonitrile